NC(C)(C)C1=CC(=NC(=C1)N1CCC(CC1)(C)C)OC1[C@@H]2CN(C[C@H]12)C(=O)C1=CC(=NN1C)C=1OC=CN1 ((1R,5S,6s)-6-((4-(2-aminopropan-2-yl)-6-(4,4-dimethylpiperidin-1-yl)pyridin-2-yl)oxy)-3-azabicyclo[3.1.0]hexan-3-yl)(1-methyl-3-(oxazol-2-yl)-1H-pyrazol-5-yl)methanone